tetradecyl 3-((4-imino-4-((4-octylphenyl)amino)butyl)thio)propanoate N=C(CCCSCCC(=O)OCCCCCCCCCCCCCC)NC1=CC=C(C=C1)CCCCCCCC